BrC=1C=C2C3=C(N=CN=C3C1)N1[C@@H](CO2)CN(CC1)C(=O)OC(C)(C)C tert-butyl (8aR)-5-bromo-8a,9,11,12-tetrahydropyrazino[2',1':3,4][1,4]oxazepino[5,6,7-de]quinazoline-10(8H)-carboxylate